N1(C=NC=C1)C1=CC(=NC2=CC(=CC=C12)NCC=1N=C2N(C=C(C=C2N2C(N(C(C2)=O)C)=O)C2CC2)C1)[C@@H]1[C@H](C1)C1=NC=CC(=N1)C |o1:37,38| (2-(((4-(1H-imidazol-1-yl)-2-((1S*,2S*)-2-(4-methylpyrimidin-2-yl)cyclopropyl)quinolin-7-yl)amino)methyl)-6-cyclopropylimidazo[1,2-a]pyridin-8-yl)-3-methylimidazolidine-2,4-dione